Di-(4-chlorophenyl)-iodonium hexafluorophosphat F[P-](F)(F)(F)(F)F.ClC1=CC=C(C=C1)[I+]C1=CC=C(C=C1)Cl